5-oxo-1,2,3,5-tetrahydroindolizine-6-carbonitrile O=C1N2CCCC2=CC=C1C#N